4-(6-(2,5-difluorophenyl)-6-(1-methyl-2-oxo-1,2-dihydropyridin-3-yl)hexa-1,3-diyne-1-yl)-3-(trifluoromethyl)pyrazolo[1,5-a]pyridine-5-carboxamide FC1=C(C=C(C=C1)F)C(CC#CC#CC=1C=2N(C=CC1C(=O)N)N=CC2C(F)(F)F)C=2C(N(C=CC2)C)=O